C1(=CC=CC=C1)N=NC1=CC=C(OCCCCS)C=C1 4-[4-[(1E)-phenylazo]phenoxy]-1-butanethiol